tert-butyl (4-methoxy-6-(methylsulfonyl)pyridin-3-yl)(prop-2-yn-1-yl)carbamate COC1=C(C=NC(=C1)S(=O)(=O)C)N(C(OC(C)(C)C)=O)CC#C